C1(=CC=CC=C1)C(N1CCN(CC1)C1=C(C=C(C(=O)N)C=C1)NC(=O)NC1=CC=CC=C1)C1=CC=CC=C1 4-[4-(diphenylmethyl)-1-piperazinyl]-3-[[(phenylamino)carbonyl]amino]-benzamide